C(C=C)(=O)N1[C@H](CN(CC1)C1=NC=NC2=CC(=C3C(=C12)OCC=C3)C3=C1C=NNC1=CC=C3C)CC#N 2-((2S)-1-acryloyl-4-(5-(5-methyl-1H-indazol-4-yl)-2H-pyrano[2,3-f]quinazolin-10-yl)piperazin-2-yl)acetonitrile